ClC=1C(=NC(=NC1)N1C[C@H](N(C[C@@H]1C)C(=O)[C@@H]1N(CCC1)C(=O)OC(C)(C)C)C)N[C@H](C)C1=C(C=C(C=C1)Cl)Cl tert-butyl (2R)-2-[(2R,5S)-4-[5-chloro-4-[[(1R)-1-(2,4-dichlorophenyl)ethyl]amino]pyrimidin-2-yl]-2,5-dimethyl-piperazine-1-carbonyl]pyrrolidine-1-carboxylate